(S)-2-(3-isopropyl-2-oxo-5-(2-oxoethyl)pyrazin-1(2H)-yl)-4-methylpentanoic acid methyl ester COC([C@H](CC(C)C)N1C(C(=NC(=C1)CC=O)C(C)C)=O)=O